CC1=CC=C(C=C1)S(=O)(=O)NC12CC3CC(CC(C1)C3)C2 4-Methyl-N-(tricyclo[3.3.1.13,7]dec-1-yl)benzenesulfonamide